C(C)(C)NC=1C2=C(N=C(N1)NC1=C(C=C(C=C1)S(=O)(=O)N1CCOCC1)OC)NC=C2C#N 4-(isopropylamino)-2-((2-methoxy-4-(morpholinosulfonyl)phenyl)amino)-7H-pyrrolo[2,3-d]pyrimidine-5-carbonitrile